N,N-bis(3-phthalimidopropyl)-cyclohexylamine C1(C=2C(C(N1CCCN(CCCN1C(C=3C(C1=O)=CC=CC3)=O)C3CCCCC3)=O)=CC=CC2)=O